OCC(CO)NC1=NC=2N(C(=N1)NCC1=CC=C(C=C1)NC(=O)C1CCOCC1)N=CC2C(C)C N-(4-(((2-((1,3-dihydroxypropan-2-yl)amino)-8-isopropylpyrazolo[1,5-a][1,3,5]triazin-4-yl)amino)methyl)phenyl)tetrahydro-2H-pyran-4-carboxamide